N-(5-(2-((1R,4S)-2-azabicyclo[2.2.1]heptan-2-yl)acetamido)-2-methylpyridin-3-yl)-6-(1-(tetrahydrofuran-3-yl)-1H-pyrazol-4-yl)pyrazolo[1,5-a]pyrazine-3-carboxamide [C@@H]12N(C[C@@H](CC1)C2)CC(=O)NC=2C=C(C(=NC2)C)NC(=O)C=2C=NN1C2C=NC(=C1)C=1C=NN(C1)C1COCC1